O1C(OCC1)C=1C(=NC=CC1)C(CC(CCNC(OC(C)(C)C)=O)C(F)(F)F)=O tert-butyl (5-(3-(1,3-dioxolan-2-yl)pyridin-2-yl)-5-oxo-3-(trifluoromethyl)pentyl)carbamate